C(C)(C)(C)OC(=O)N1CCC(CC1)C(C=1OC(=NN1)C=1SC=CC1)O 4-(Hydroxy(5-(thiophen-2-yl)-1,3,4-oxadiazol-2-yl)methyl)piperidine-1-carboxylic acid tert-butyl ester